5-Amino-3-(4-bromophenyl)-1-(2,4-difluorophenyl)pyrazole-4-carbonitrile NC1=C(C(=NN1C1=C(C=C(C=C1)F)F)C1=CC=C(C=C1)Br)C#N